[C@H]12CN(C[C@H](CC1)N2)C2=NC(=NC1=C(C(=C(C=C21)F)C2=CC(=CC1=CC=CC(=C21)CC)O)F)OC[C@]21CCCN1C[C@@H](C2)F 4-(4-((1R,5S)-3,8-diazabicyclo[3.2.1]octan-3-yl)-6,8-difluoro-2-(((2R,7aS)-2-fluorotetrahydro-1H-pyrrolizin-7a(5H)-yl)methoxy)quinazolin-7-yl)-5-ethylnaphthalen-2-ol